C(C)(=O)[O-].C(CCCCCCCCCC)[NH+]1CC(CCC1)CCCC 1-undecyl-3-butylpiperidinium acetate